[Be].[Ni].[Cu] copper-nickel-beryllium